NC1=NCCC2=C1SC=C2 7-amino-4,5-dihydrothieno[2,3-c]pyridin